[Cu].O1C(OCC1)C1=CC(=C(C(=C1)OCC)C1(CC1)O)OCC 1-[4-(1,3-dioxolan-2-yl)-2,6-diethoxyphenyl]cyclopropane-1-ol copper